[I-].C(C(=C)C)(=O)OC(CN1C=[N+](C=C1)C)COCCCC 1-(2-(methacryloyloxy)-3-n-butoxy-propan-1-yl)-3-methyl-1H-imidazolium iodide